COC1=C(C=C(C=C1)OC)N1N=NC(=C1C)C(=O)OC1=C(C=C(C=C1)C(C)(C)C)NC(=O)C=1N=NN(C1C)C1=C(C=CC(=C1)OC)OC 4-(tert-butyl)-2-(1-(2,5-dimethoxyphenyl)-5-methyl-1H-1,2,3-triazole-4-carboxamido)phenyl 1-(2,5-dimethoxyphenyl)-5-methyl-1H-1,2,3-triazole-4-carboxylate